1-(1-acryloylpyrrolidin-3-yl)-N-phenyl-3-(4-(trifluoromethyl)-phenyl)-1H-indazole-7-carboxamide C(C=C)(=O)N1CC(CC1)N1N=C(C2=CC=CC(=C12)C(=O)NC1=CC=CC=C1)C1=CC=C(C=C1)C(F)(F)F